2-methanoyl-pyrrole C(=O)C=1NC=CC1